trans-4-((2-((2-methylpyridin-4-yl)amino)-5-(piperidin-4-yl)pyrimidin-4-yl)amino)cyclohexan-1-ol hydrochloride Cl.CC1=NC=CC(=C1)NC1=NC=C(C(=N1)N[C@@H]1CC[C@H](CC1)O)C1CCNCC1